FC(C1=CC=C(C=C1)[B])(F)F [4-(trifluoromethyl)phenyl]boron